CC=1C=C(C=C(C1N)C)C1=CC(=C(N)C(=C1)C)C 3,3',5,5'-Tetramethylbenzidine